5-(1-(3,4-difluoro-5-hydroxyphenyl)-1H-indazol-5-yl)pyridine-2-ol FC=1C=C(C=C(C1F)O)N1N=CC2=CC(=CC=C12)C=1C=CC(=NC1)O